C(C)[NH+]1CCC(CC1)CC 1,4-bisethylpiperidinium